ClC1=C(C(=CC=C1)Cl)NC(C1=CC=CC=C1)O C1-(2,6-dichlorophenylamino)benzyl alcohol